C(CC(O)(C(=O)[O-])CC(=O)[O-])(=O)[O-].[Na+].[Gd+3] gadolinium-sodium citrate